[C@H]12COC[C@@H]2C1C(=O)N(CC(=O)C=1C=C2CN(C(C2=CC1)=O)C(CCC(=O)OC(C)(C)C)C(=O)N)C tert-Butyl 4-(5-(N-((1R,5S,6r)-3-oxabicyclo[3.1.0]hexane-6-carbonyl)-N-methylglycyl)-1-oxoisoindolin-2-yl)-5-amino-5-oxopentanoate